ClC=1C(=CC(=C(C1)N1C(C(C2=CC=CC=C12)(C)C)C(=O)NC)F)F (5-chloro-2,4-difluorophenyl)-N,3,3-trimethylindoline-2-carboxamide